C(C)(C)(C)OC(=O)O[C@@H]1[C@H]([C@H](N(C1)C(=O)OC(C)(C)C)CC1=CC=C(C=C1)OCF)OC(=O)OC1=CC=C(C=C1)[N+](=O)[O-] tert-butyl (2R,3S,4S)-4-((tert-butoxycarbonyl)oxy)-2-(4-(fluoromethoxy)benzyl)-3-(((4-nitrophenoxy)carbonyl)oxy)pyrrolidine-1-carboxylate